C(C1=CC=CC=C1)OC(=O)N[C@@H](C(=O)O)C1C[C@H]2C[C@H]2C1 (R)-2-(((benzyloxy)carbonyl)amino)-2-((1R,3S,5S)-bicyclo[3.1.0]hexan-3-yl)acetic acid